ClC1=CC=C(C=C1)C=1N=C2N(C=CC=N2)C1CN1CC2CCC(C1)N2C(=O)NC2=CC(=C(C=C2)OC)OC 3-{[2-(4-chlorophenyl)imidazo[1,2-a]pyrimidin-3-yl]methyl}-N-(3,4-dimethoxyphenyl)-3,8-diazabicyclo[3.2.1]octane-8-carboxamide